(2E)-3-(2,4-difluoro-6-hydroxyphenyl)prop-2-enoic acid ethyl ester C(C)OC(\C=C\C1=C(C=C(C=C1O)F)F)=O